ethyl (E)-4-(5-(6-methyl-4,8-dioxo-1,3,6,2-dioxazaborocan-2-yl)pent-3-en-1-yl)benzoate CN1CC(OB(OC(C1)=O)C/C=C/CCC1=CC=C(C(=O)OCC)C=C1)=O